OC(C)(C)C=1C(=CC2=CNN=C2C1)NC(=O)C1=NC(=CC=C1)C(F)(F)F N-(6-(2-hydroxyprop-2-yl)-2H-indazol-5-yl)-6-(trifluoromethyl)pyridinecarboxamide